(R)-8-methyl-2,3,5,6,11,11b-hexahydro-1H-indolizino[8,7-b]indole CC=1C=C2C3=C(NC2=CC1)[C@H]1CCCN1CC3